C(C)C1=CC=C(C=C1)[C@]1([C@](OC(C1)=O)(C#N)C1=CC=C(C=C1)OC1=CC=CC=C1)C (2s,3s)-3-(4-ethylphenyl)-3-methyl-5-oxo-2-(4-phenoxyphenyl)tetrahydrofuran-2-carbonitrile